Cl.ClC1=C(C=C(C=C1)NN)F (4-chloro-3-fluorophenyl)hydrazine hydrochloride